C(C1=CC=CC=C1)OC=1C=C(C=C(C1OCC1=CC=CC=C1)OCC1=CC=CC=C1)C(CCCCCCCCC)=O 1-(3,4,5-tris(benzyloxy)phenyl)-1-decanone